C(=C)C1CCC(CC1)C=O (1s,4s)-4-vinylcyclohexane-carbaldehyde